The molecule is an L-leucine derivative that is the ester obtained by formal condensation of the carboxy group of L-leucine with the 3'-hydroxy group of AMP. It has a role as a Mycoplasma genitalium metabolite. It is an adenosine 5'-phosphate, a L-leucine derivative, an alpha-amino acid ester and a purine ribonucleoside 5'-monophosphate. It derives from an adenosine 5'-monophosphate. CC(C)C[C@@H](C(=O)O[C@@H]1[C@H](O[C@H]([C@@H]1O)N2C=NC3=C(N=CN=C32)N)COP(=O)(O)O)N